3-(4-(methyl)phenyl)(5-(1,2,4-oxadiazolyl)(3-pyridinyl)methanone) CC1=CC=C(C=C1)C1(CN=CC(=C1)C1=NOC=N1)C=O